tert-butyl 4-[4-[1-(2,6-dioxo-3-piperidyl)-3-methyl-2-oxo-benzimidazol-4-yl]piperazin-1-yl]-3,3-difluoro-2,6-dihydropyridine-1-carboxylate O=C1NC(CCC1N1C(N(C2=C1C=CC=C2N2CCN(CC2)C=2C(CN(CC2)C(=O)OC(C)(C)C)(F)F)C)=O)=O